1,4-Thioxan S1CCOCC1